FC=1C=C2C=CN(C2=CC1F)C=1SC(=C2C1C[C@H]([C@H]2O)F)S(=O)(=O)C (4S,5R)-1-(5,6-difluoroindol-1-yl)-5-fluoro-3-(methylsulfonyl)-5,6-dihydro-4H-cyclopenta[c]thiophen-4-ol